1-(4-chlorophenyl)-4,4-dimethyl-1-pentene ClC1=CC=C(C=C1)C=CCC(C)(C)C